1-pentadecyn-3-ol C#CC(CCCCCCCCCCCC)O